ClC1=CC=C2C(=N1)N(C(=C2)C2=NC1=C(N2C)C(=CC(=C1)C(=O)N1[C@@H]2CC[C@H](C1)[C@H]2NC(OC(C)(C)C)=O)OC)CC2CC2 tert-butyl ((1R,4R,7R)-2-(2-(6-chloro-1-(cyclopropylmethyl)-1H-pyrrolo[2,3-b]pyridin-2-yl)-7-methoxy-1-methyl-1H-benzo[d]imidazole-5-carbonyl)-2-azabicyclo[2.2.1]heptan-7-yl)carbamate